CC1=CC=C2C(=N1)C=C(O2)[Si](C)(C)C 5-methyl-2-(trimethylsilyl)furo[3,2-b]Pyridine